ClC1=NC(=CN(C1)[N+](=O)[O-])Cl 2,6-dichloro-4-nitropyrazine